3,5-dichloro-N-((1-((2,2-dimethyltetrahydro-2H-pyran-4-yl)methyl)-4-fluoropiperidin-4-yl)methyl)benzamide ClC=1C=C(C(=O)NCC2(CCN(CC2)CC2CC(OCC2)(C)C)F)C=C(C1)Cl